N-(2-(dimethylamino)ethyl)-4-(3,8,9,10-tetrahydrocyclopenta[c]pyrazolo[4,3-f]quinolin-7-yl)benzamide CN(CCNC(C1=CC=C(C=C1)C1=NC2=CC=C3C(=C2C2=C1CCC2)C=NN3)=O)C